acryloxydecylbromodimethylsilane C(C=C)(=O)OCCCCCCCCCC[Si](C)(C)Br